1-(4-(4-Bromo-8-methoxy-2,3-dihydrobenzo[b]thiepin-5-yl)phenyl)-4-isopropylpiperazine BrC1=C(C2=C(SCC1)C=C(C=C2)OC)C2=CC=C(C=C2)N2CCN(CC2)C(C)C